C(C)(C)(C)N1N=CC(=C1)C=1C=C(NC[C@@H]2CC[C@H](CC2)C2=CC(=C(C=C2)OC)C)C=CC1 3-(1-(tert-Butyl)-1H-pyrazol-4-yl)-N-((trans-4-(4-methoxy-3-methylphenyl)cyclohexyl)methyl)aniline